FC1=CC2=C(N(C=N2)C2=CC=C(C=C2)C2=CC=C(C=C2)O)C=C1O 5-fluoro-1-(4'-hydroxy-[1,1'-biphenyl]-4-yl)-1H-benzo[d]imidazol-6-ol